2-methanesulfinyl-6-(2,6-dichlorophenyl)imidazo[1,2-b]pyrimido[4,5-d]pyridazin-5(6H)-one CS(=O)C=1N=CC2=C(C=3N(N(C2=O)C2=C(C=CC=C2Cl)Cl)C=CN3)N1